5-ethylsulfanyl-N-methyl-4-[3-methyl-6-(trifluoromethyl)imidazo[4,5-b]pyridin-2-yl]-2-nitroaniline C(C)SC=1C(=CC(=C(NC)C1)[N+](=O)[O-])C1=NC=2C(=NC=C(C2)C(F)(F)F)N1C